(s)-ethyl 2-((tert-butoxycarbonyl)amino)-3-(4-hydroxyphenyl)propanoate C(C)(C)(C)OC(=O)N[C@H](C(=O)OCC)CC1=CC=C(C=C1)O